ClC=1C(=NC(=NC1)NC=1C=NC(=CC1)N1CCN(CC1)C)NC1=CC(=CC=C1)C(F)(F)F 5-chloro-N2-(6-(4-methylpiperazin-1-yl)pyridin-3-yl)-N4-(3-(trifluoromethyl)phenyl)pyrimidine-2,4-diamine